FC1=C2CN(C(C2=CC(=C1C1(CCN(CC1)CC1=NC=C(C=C1)OC)O)F)=O)C1C(NC(CC1)=O)=O 3-[4,6-difluoro-5-[4-hydroxy-1-[(5-methoxy-2-pyridyl)methyl]-4-piperidyl]-1-oxo-isoindolin-2-yl]piperidine-2,6-dione